C(C1=CN=CC=C1)(=O)OC1=CC(=CC(=C1)C=NC1=C(C(=CC=C1)Cl)Cl)Cl 3-chloro-5-((2,3-dichloro-phenylimino)meth-yl)phenyl nicotinate